FC1=CC=CC=2CN(CCOC21)C(C(CC#N)(C)C)=O 4-(9-fluoro-3,5-dihydro-2H-1,4-benzoxazepin-4-yl)-3,3-dimethyl-4-oxo-butanenitrile